[Si](C)(C)(C(C)(C)C)O[C@@H]1CN(CCC1)C1=C(N[C@H](C)C=2C=C(C=C3C(N(C(=NC23)C2CCOCC2)C)=O)C)C=CC(=C1)F 8-[(1R)-1-[2-[(3S)-3-[tert-butyl(dimethyl)silyl]oxy-1-piperidyl]-4-fluoro-anilino]ethyl]-3,6-dimethyl-2-tetrahydropyran-4-yl-quinazolin-4-one